tert-butyl (R)-2-(((5-cyclohexylpyridin-2-yl)methyl)(2-fluorophenyl)carbamoyl)azetidine-1-carboxylate C1(CCCCC1)C=1C=CC(=NC1)CN(C(=O)[C@@H]1N(CC1)C(=O)OC(C)(C)C)C1=C(C=CC=C1)F